N-[3-Fluoro-4-[[7-(2-methoxyethoxy)-1,5-naphthyridin-4-yl]oxy]phenyl]-5-(4-fluorophenyl)-4-hydroxy-2,6-dimethylpyridine-3-carboxamide FC=1C=C(C=CC1OC1=CC=NC2=CC(=CN=C12)OCCOC)NC(=O)C=1C(=NC(=C(C1O)C1=CC=C(C=C1)F)C)C